Racemic-3-benzyl-1-(1-(7,8-difluoro-1-oxo-1,2-dihydroisoquinolin-4-yl)ethyl)-1-methylurea C(C1=CC=CC=C1)NC(N(C)[C@H](C)C1=CNC(C2=C(C(=CC=C12)F)F)=O)=O |r|